1-[6-[4-[3-Chloro-4-(tetrahydrofuran-3-ylmethoxy)anilino]pyrido[3,2-d]pyrimidin-6-yl]-1,6-diazaspiro[3.3]heptan-1-yl]prop-2-en-1-one ClC=1C=C(NC=2C3=C(N=CN2)C=CC(=N3)N3CC2(CCN2C(C=C)=O)C3)C=CC1OCC1COCC1